ClC1=NC(=CC(=C1)SC1=CC=C(N)C=C1)Cl 4-[(2,6-Dichloro-4-pyridyl)sulfanyl]aniline